methyl 4-((3-(4-(((3R,4S)-3-fluoro-1-((R)-2-hydroxy-3-methoxypropyl)piperidin-4-yl)amino)-1-(2,2,2-trifluoroethyl)-1H-indol-2-yl)prop-2-yn-1-yl)amino)-3-methoxybenzoate F[C@@H]1CN(CC[C@@H]1NC1=C2C=C(N(C2=CC=C1)CC(F)(F)F)C#CCNC1=C(C=C(C(=O)OC)C=C1)OC)C[C@H](COC)O